N-(1-methylcyclopropyl)cyanamide CC1(CC1)NC#N